7-hydroxy-4-methyl-coumarin-3-acetic acid OC1=CC=C2C(=C(C(OC2=C1)=O)CC(=O)O)C